N2-(2-aminoethyl)-N4,N4,N6,N6-tetrakis(2-(2-(2-(2-azidoethoxy)ethoxy)ethoxy)ethyl)-1,3,5-triazine-2,4,6-triamine NCCNC1=NC(=NC(=N1)N(CCOCCOCCOCCN=[N+]=[N-])CCOCCOCCOCCN=[N+]=[N-])N(CCOCCOCCOCCN=[N+]=[N-])CCOCCOCCOCCN=[N+]=[N-]